(2s,5r)-4-(bis(4-(hydroxymethyl)phenyl)methyl)-2,5-dimethylpiperazine-1-carboxylic acid tert-butyl ester C(C)(C)(C)OC(=O)N1[C@H](CN([C@@H](C1)C)C(C1=CC=C(C=C1)CO)C1=CC=C(C=C1)CO)C